BrC=1C=C(C=C(C1)F)[B] 3-bromo-5-fluorophenylboron